CCCCCCCCCCCCCCCCCCCCCC(=O)O[C@H](COC(=O)CCCCCCC/C=C\CCCCCCCC)COP(=O)(O)OC[C@@H](C(=O)O)N 1-(9Z-octadecenoyl)-2-docosanoyl-glycero-3-phosphoserine